3-(4-(3-(5-Methyl-1H-1,2,4-triazol-3-yl)pyrrolidin-1-yl)pyrimidin-2-yl)-6-(trifluoromethyl)imidazo[1,2-a]pyrazine CC1=NC(=NN1)C1CN(CC1)C1=NC(=NC=C1)C1=CN=C2N1C=C(N=C2)C(F)(F)F